[N+](=O)([O-])C1=C(C=CC(=C1)[N+](=O)[O-])/C=C/C1=CC=C(C=C1)/C=C/C(=O)OC1=C(C(=C(C(=C1F)F)F)F)F Pentafluorophenyl (2E)-3-{4-[(E)-2-(2,4-dinitrophenyl)ethenyl]phenyl}prop-2-enoate